C1(=CC=CC=C1)[C@H]([C@H](N)C1=CC=CC=C1)N (1R,2R)-1,2-diphenylethylenediamine